C(#CCCCCCC)C1=C(SC=C1)CC 1-(3-(1-octynyl)thiophene-2-yl)ethane